4-[[2-(difluoromethoxy)-5-fluoro-3-pyridyl]sulfonyl]-7-fluoro-3,5-dihydro-2H-1,4-benzoxazepine FC(OC1=NC=C(C=C1S(=O)(=O)N1CCOC2=C(C1)C=C(C=C2)F)F)F